FC1=CC=C(C(=O)N(C)[C@H](C(=O)NC2=CC=C(C=C2)S(=O)(=O)Cl)CC=2C=NC=CC2)C=C1 (S)-4-(2-(4-fluoro-N-methylbenzamido)-3-(pyridin-3-yl)propionamido)benzene-1-sulfonyl chloride